Quinazolin-4-amine N1=CN=C(C2=CC=CC=C12)N